1-(4-(3-((1r,3R,5S,7r)-3,5-dimethyladamantan-1-yl)ureido)-3-fluorobenzyl)piperidine-4-carboxylic acid C[C@]12CC3(CC(C[C@@](C1)(C3)C)C2)NC(NC2=C(C=C(CN3CCC(CC3)C(=O)O)C=C2)F)=O